n-Hexadecyldimethylamin C(CCCCCCCCCCCCCCC)N(C)C